C12N(CC(CC1)C2)CC=2C=CC=1N(C2)C=C(N1)CNC(=O)C=1N=C2N(C(C1)=O)C=CC=C2 N-{[6-({2-azabicyclo[2.2.1]heptan-2-yl}methyl)imidazo[1,2-a]pyridin-2-yl]methyl}-4-oxo-4H-pyrido[1,2-a]pyrimidine-2-carboxamide